CC=1C(CC(=CC1)C)=O 2,5-dimethylcyclohexadiene-1-one